C(C)C=1C=C2C=C(C(NC2=CC1)=O)C=O 6-ETHYL-1,2-DIHYDRO-2-OXO-3-QUINOLINECARBOXALDEHYDE